C(C=C)(=O)N1CCN(CC1)C1=C(C(N(C2=NC(=C(C=C12)Cl)C1=C(C(=C(C=C1N)F)F)F)C=1C(=NC=CC1C)C(C)C)=O)C#N 4-(4-acryloylpiperazin-1-yl)-7-(6-amino-2,3,4-trifluorophenyl)-6-chloro-1-(2-isopropyl-4-methylpyridin-3-yl)-2-oxo-1,2-dihydro-1,8-naphthyridine-3-carbonitrile